C=1NN=NC1 2,3,4-triazole